O1C(=CC2=C1C=CC=C2)C2=C(C=1[C@H]3[C@H](C(OC1C=C2CCCCC)(C)C)CCC(=C3)C)O (6aR,10aR)-2-(benzofuran-2-yl)-6,6,9-trimethyl-3-pentyl-6a,7,8,10a-tetrahydro-6H-benzo[c]chromen-1-ol